BrC1=CC=C(\C=N\NC(C2=CC(=CC=C2)C)=O)C=C1 (E)-N'-(4-bromobenzylidene)-3-methylbenzoyl-hydrazine